BrC=1C=C(C=CC1)C1=C(C(=O)O)C=C(C=N1)C#N 2-(3-Bromophenyl)-5-cyanonicotinic acid